1,8-diaza-bicyclo[5.4.0]-7-undecene N12CCCCCC2=NCCC1